N1(C=NC=C1)CC1=CC(=C2CCN(C(C2=C1)=O)[C@H]1CCOC2=NC=C(C=C21)Cl)C=2C(=NN(C2)C)C(F)(F)F (S)-7-((1H-imidazol-1-yl)methyl)-2-(6-chloro-3,4-dihydro-2H-pyrano[2,3-b]pyridin-4-yl)-5-(1-methyl-3-(trifluoromethyl)-1H-pyrazol-4-yl)-3,4-dihydroisoquinolin-1(2H)-one